C(CCC)C1=CC(=C(C(=C1)C(C)(C)C)O)C(C)(C)C 4-butyl-2,6-bis(1,1-dimethylethyl)phenol